6-(2,4-difluorophenoxy)-2-{[3-hydroxy-1-(2-hydroxyethyl)propyl]amino}-8-methylpyrido[2,3-D]pyrimidin-7(8H)-one FC1=C(OC2=CC3=C(N=C(N=C3)NC(CCO)CCO)N(C2=O)C)C=CC(=C1)F